[6-[[2-Methyl-4-(trifluoromethyl)pyrazol-3-yl]methyl]-2-azaspiro[3.3]heptan-2-yl]-[(3S)-3-(1H-1,2,4-triazol-5-yl)pyrrolidin-1-yl]methanone CN1N=CC(=C1CC1CC2(CN(C2)C(=O)N2C[C@H](CC2)C2=NC=NN2)C1)C(F)(F)F